BrC1=C(C(=C(OC2CCS(CC2)(=N)=O)C=C1)C)F 4-(4-bromo-3-fluoro-2-methylphenoxy)-1-iminohexahydro-1λ6-thiopyran 1-oxide